C(C=CC)(=O)[O-] BUTENOATE